COC1=CC=C(COCC2CN(C2)C=2C=NC(=NC2)N2C[C@H](OCC2)CN2N=NC=3C2=NC=C(N3)C=3C=NN(C3)C)C=C1 (S)-4-(5-(3-(((4-methoxybenzyl)oxy)methyl)azetidin-1-yl)pyrimidin-2-yl)-2-((5-(1-methyl-1H-pyrazol-4-yl)-1H-[1,2,3]triazolo[4,5-b]pyrazin-1-yl)methyl)morpholine